hydrOxyethyl-3,4-methylenedioxyaniline C1OC2=C(O1)C=C(C=C2)NCCO